4-(1-(2,3-Dichlorophenyl)-1H-imidazol-4-yl)-N-(1-(methylsulfonyl)piperidin-4-yl)-5-(trifluoro-methyl)pyrimidin-2-amine ClC1=C(C=CC=C1Cl)N1C=NC(=C1)C1=NC(=NC=C1C(F)(F)F)NC1CCN(CC1)S(=O)(=O)C